ethyl 2-(4-fluorophenethyl)-4-hydroxy-6-isobutylnicotinate FC1=CC=C(CCC2=C(C(=O)OCC)C(=CC(=N2)CC(C)C)O)C=C1